rac-tert-Butyl (3aR,4R,6aR)-1-benzyl-4-methylhexahydropyrrolo[3,4-b]pyrrole-5(1H)-carboxylate C(C1=CC=CC=C1)N1[C@@H]2[C@H](CC1)[C@H](N(C2)C(=O)OC(C)(C)C)C |r|